[C@H]12CC(C[C@H](CCC1)N2)OC2=CC=C(N=N2)C2=C(C=C(C(=C2)F)C=2C=NNC2)O 2-(6-(((1r,3s,5s)-9-azabicyclo[3.3.1]non-3-yl)oxy)pyridazin-3-yl)-4-fluoro-5-(1H-pyrazol-4-yl)phenol